6-fluoro-5-[4-[(2-methoxy-5-methyl-3-oxo-4H-quinoxalin-6-yl)methyl]piperazin-1-yl]-N-methyl-pyridine FC1=C(C=CCN1C)N1CCN(CC1)CC=1C(=C2NC(C(=NC2=CC1)OC)=O)C